3-Tert-butylaminomethylpropionat C(C)(C)(C)NCCCC(=O)[O-]